C[N+]1(CCCCCC1)C N,N-dimethylhexahydroazepinium